C(C)(=O)C(C(=O)OCCC)CCCC propyl 2-acetylhexanoate